CCC=CCCCCCCCC dodec-3-ene